(4R)-4-benzyl-3-[2-(4-bromophenyl)acetyl]-1,3-oxazolidin-2-one C(C1=CC=CC=C1)[C@H]1N(C(OC1)=O)C(CC1=CC=C(C=C1)Br)=O